fluoroethylene carbonate silicon [Si].C1(OC(CO1)F)=O